CC1=C[C@H]([C@@H](CC1)C(=C)C)C1=C(C=C(C=C1O[Si](C)(C)C)CCCCC)O[Si](C)(C)C (2-((1R,6R)-3-methyl-6-(prop-1-en-2-yl)cyclohex-2-enyl)-5-pentyl-1,3-phenylene)di(oxy)bis(trimethylsilane)